ClC=1C=C2CC3(C(NC2=CC1)=O)CCN(CC3)CCOC3=CC1=C(N(C=N1)C1CC(C1)(C)O)C(=C3)C(F)(F)F 6'-chloro-1-{2-[1-(3-hydroxy-3-methylcyclobutyl)-7-(trifluoromethyl)-1H-1,3-benzimidazol-5-yloxy]ethyl}-1'H,4'H-spiro[piperidine-4,3'-quinolin]-2'-one